C(#N)C1=C(O[C@@H]2C[C@@H](N(CC2)C=2C=CC(=NC2C(=O)N[C@H]2CNCC2)C=2C(=NC=CC2)OCC)C2CC2)C=CC(=C1)C(F)(F)F 5-{cis-4-[2-cyano-4-(trifluoromethyl)phenoxy]-2-cyclopropylpiperidin-1-yl}-2'-ethoxy-N-[(3R)-pyrrolidin-3-yl]-[2,3'-bipyridine]-6-carboxamide